(S)-1-(3-methoxypropyl)aziridine-2-carboxylic acid lithium [Li].COCCC[N@@]1C(C1)C(=O)O